N1=CN=CC=2[C@H]3N(C[C@@H](OC21)C3)C(=O)C32CCC(CC3)(C2)F ((5S,8S)-7,8-Dihydro-5,8-methanopyrimido[5,4-f][1,4]oxazepin-6(5H)-yl)(4-fluorobicyclo[2.2.1]heptan-1-yl)methanone